6-chloro-2-(trifluoromethyl)-3-pyridinepropionic acid ClC1=CC=C(C(=N1)C(F)(F)F)CCC(=O)O